OC1=CC=C(C=C1)C(/C=C/C=1C=CC(=C(C1)CSC1=NC(=CC(=C1C#N)C1=CC=CC=C1)C(F)(F)F)OC)=O 2-[[5-[(E)-3-(4-Hydroxyphenyl)-3-oxoprop-1-enyl]-2-methoxyphenyl]methylsulfanyl]-4-phenyl-6-(trifluoromethyl)pyridine-3-carbonitrile